C(CC)C1=CC=C(CCC2=NOC(=N2)CC(C(=O)OC(C)(C)C)=C)C=C1 tert-butyl 2-((3-(4-propylphenethyl)-1,2,4-oxadiazol-5-yl)methyl)acrylate